(S)-6-(2-amino-4-methylthiazol-5-yl)-2-(1-cyclopropylethyl)-4-(methylthio)-1H-pyrrolo[3,4-c]pyridin-3(2H)-one NC=1SC(=C(N1)C)C1=CC2=C(C(=N1)SC)C(N(C2)[C@@H](C)C2CC2)=O